S1(=O)(=O)N(C(=O)C2=C(C(=C(C(=C12)[2H])[2H])[2H])[2H])[2H] saccharin-d5